phenothiazine compound with o-diiodobenzene IC1=C(C=CC=C1)I.C1=CC=CC=2SC3=CC=CC=C3NC12